CC1=C(C=CC=C1)C1=C(C=CC=C1)P(C1CCCCC1)C1CCCCC1 2-methyl-2'-dicyclohexylphosphinobiphenyl